4-chloro-6-(1-isopropyl-1H-pyrazol-4-yl)-5-methyl-2-(1-methyl-1H-imidazol-2-yl)pyrrolo[2,1-f][1,2,4]triazine ClC1=NC(=NN2C1=C(C(=C2)C=2C=NN(C2)C(C)C)C)C=2N(C=CN2)C